(E)-acetic acid-4-oxo-4-phenyl-2-buten-2-yl ester O=C(C=C(C)OC(C)=O)C1=CC=CC=C1